1-(((3S)-1-((3-(difluoromethyl)-1-azetidinyl)sulfonyl)-3-piperidinyl)carbonyl)-N-(4-(trifluoromethyl)benzyl)-D-prolinamide FC(C1CN(C1)S(=O)(=O)N1C[C@H](CCC1)C(=O)N1[C@H](CCC1)C(=O)NCC1=CC=C(C=C1)C(F)(F)F)F